C(CCCCC)C=1C=C(C=C(C1)CCCCCC)CO (3,5-Dihexylphenyl)methanol